ClC=1C=C(CCN2CC(N(CC2)C(=O)[O-])COC2=CC=C(C=C2)S(=O)(=O)C)C=CC1 4-(3-chlorophenethyl)-2-((4-(methylsulfonyl)phenoxy)methyl)piperazine-1-carboxylate